NC1=CC=C(C=C1)C=1N(C(=NN1)SCC1=CC=C(C=C1)B(O)O)C1CC1 (4-(((5-(4-aminophenyl)-4-cyclopropyl-4H-1,2,4-triazol-3-yl)thio)methyl)phenyl)boronic acid